C(#N)C1=CC=C(C=C1)C#CC1=C(C=CC=C1)CC#N 2-(2-((4-cyanophenyl)ethynyl)phenyl)acetonitrile